di-butoxysilylpropyl acrylate C(C=C)(=O)OCCC[SiH](OCCCC)OCCCC